N-(6-(5-chloro-7-(dimethylamino)-6-fluoro-1H-indazol-4-yl)imidazo[1,2-a]pyridin-2-yl)-2-fluorocyclopropane-1-carboxamide ClC=1C(=C2C=NNC2=C(C1F)N(C)C)C=1C=CC=2N(C1)C=C(N2)NC(=O)C2C(C2)F